COC=1C2=CN(N=C2C=CC1N=C(C1=CC=CC=C1)C1=CC=CC=C1)C N-(4-methoxy-2-methyl-2H-indazol-5-yl)-1,1-diphenylmethanimine